2-Octynylbenzamide C(#CCCCCCC)C1=C(C(=O)N)C=CC=C1